Methyl (CIS)-3-(2-hydroxythiazol-4-yl)-2-((((CIS)-4-phenylcyclohexyl)oxy)methyl)piperidine-1-carboxylate OC=1SC=C(N1)[C@@H]1[C@@H](N(CCC1)C(=O)OC)CO[C@@H]1CC[C@@H](CC1)C1=CC=CC=C1